C(C=C)C1=CC=C(C(=O)O)C=C1 p-allyl-benzoic acid